O=C1OC(CC1C1CC2C(C(OC2=O)=O)C2=CC=CC=C12)=O 1,3,3a,4,5,9b-hexahydro-5-(tetrahydro-2,5-dioxo-3-furanyl)-naphtho(1,2-C)furan-1,3-dione